NC1=NC=CC=C1S(=O)(=O)NC=1SC(=C(N1)C1=C(C=CC=C1C)C)C1=CC(=CC(=C1)F)OCCC(C)(C)C 2-amino-N-(5-(3-(3,3-dimethylbutoxy)-5-fluorophenyl)-4-(2,6-dimethylphenyl)thiazol-2-yl)pyridine-3-sulfonamide